C=CCC(CCCCCC)=O Dec-1-en-4-one